C(C)OC1=C(C=CC(=C1)S(=O)(=O)C)NC1=NNC2=CC(=CC=C12)[C@@H]1C[C@@]12C(NC1=CC=C(C=C21)OC)=O (1r,2s)-2-{3-[(2-ethoxy-4-methanesulfonylphenyl)amino]-1H-indazol-6-yl}-5'-methoxy-1'H-spiro[cyclopropan-1,3'-indol]-2'-one